CC=1C=C2C(=C(NC2=CC1C(=O)O)CCCCC)CC(=O)O 5-methyl-2-pentyl-3-(carboxymethyl)-1H-indole-6-carboxylic acid